C(C)(C)C1=CC=C(C(=N1)OC)C1=CN=C2SC(=NN21)N2C[C@@H]1[C@H](C2)[C@@H](CCO1)N (4r,4ar,7as)-6-(5-(6-isopropyl-2-methoxypyridin-3-yl)imidazo[2,1-b][1,3,4]thiadiazol-2-yl)octahydropyrano[2,3-c]pyrrol-4-amine